ClC1=CC(=C(COC2=CC=CC(=N2)N2C=NNCC2)C=C1)OC 4-(6-((4-Chloro-2-methoxybenzyl)oxy)pyridin-2-yl)-1,4,5,6-tetrahydro-1,2,4-triazine